C12C(=C(C(C=C1)CC2)C(=O)OC)C(=O)OC Dimethyl bicyclo[2.2.2]octa-2,5-diene-2,3-dicarboxylate